BrC1=NC(=CC(=C1)C1(OC1)C)Cl 2-bromo-6-chloro-4-(2-methyloxiran-2-yl)pyridine